3-methoxy-3-(1-methylazetidin-3-yl)pyrrolidine COC1(CNCC1)C1CN(C1)C